(R)-3-(4-phenoxyphenyl)-1-(piperidine-3-yl)-1H-pyrazolo[3,4-d]pyrimidine-4-amine O(C1=CC=CC=C1)C1=CC=C(C=C1)C1=NN(C2=NC=NC(=C21)N)[C@H]2CNCCC2